C(C1=CC=CC=C1)N1CC(CCC1)C1=CC=NC=2N1N=CC2C=2C=NC=CC2 7-(1-Benzylpiperidin-3-yl)-3-(pyridin-3-yl)pyrazolo[1,5-a]pyrimidine